tricyclohex-ylphosphine C1(CCCCC1)P(C1CCCCC1)C1CCCCC1